Diphenylbenzofluoren C1(=CC=CC=C1)C1=C(C2=C(C=CC=3C=4C=CC=CC4CC23)C=C1)C1=CC=CC=C1